OC[C@]12CN([C@H](CN1CC1=CC=C(C=C1)OC)C2)C(=O)OC(C)(C)C tert-butyl (1S,4S)-4-(hydroxymethyl)-5-(4-methoxybenzyl)-2,5-diazabicyclo[2.2.1]heptane-2-carboxylate